(5S)-5-Methyl-1-(6-{[5-(oxan-4-yl)-6-[(pyrrolidin-1-yl)methyl]pyridin-2-yl]amino}-[1,3]thiazolo[5,4-c]pyridin-2-yl)pyrrolidin-2-one C[C@H]1CCC(N1C=1SC=2C=NC(=CC2N1)NC1=NC(=C(C=C1)C1CCOCC1)CN1CCCC1)=O